2-amino-4-(2,4-dichloro-6-(3-(2,4-difluorophenyl)-3-hydroxy-4-(1H-1,2,4-triazol-1-yl)butoxy)phenyl)-N-(2,2-difluoropropyl)-5,7-dihydro-6H-pyrrolo[3,4-d]pyrimidine-6-carboxamide NC=1N=C(C2=C(N1)CN(C2)C(=O)NCC(C)(F)F)C2=C(C=C(C=C2OCCC(CN2N=CN=C2)(O)C2=C(C=C(C=C2)F)F)Cl)Cl